C(C=C)(=O)N1CC2(C1)CN(CC2)C2=NC(=NC(=C2C#N)C=2C(=CC=C1C=NN(C21)C)C)OCC2=NC(=CC=C2)C(F)(F)F 4-(2-acryloyl-2,6-diazaspiro[3.4]octan-6-yl)-6-(1,6-dimethyl-1H-indazol-7-yl)-2-((6-(trifluoromethyl)pyridin-2-yl)methoxy)pyrimidine-5-carbonitrile